ClC=1C=C(C=CC1Cl)[C@H]1CCC(C2=CC=CC=C12)=O (4R)-4-(3,4-dichlorophenyl)-3,4-dihydro-1(2H)-naphthalenone